2-amino-4-bromo-3-fluorobenzene-1-carbonitrile NC1=C(C=CC(=C1F)Br)C#N